2-benzyloxy-1-(2-triisopropylsilyloxazol-5-yl)ethanol C(C1=CC=CC=C1)OCC(O)C1=CN=C(O1)[Si](C(C)C)(C(C)C)C(C)C